8-[(2s,5r)-4-[(2,4-difluorophenyl)(pyridin-2-yl)methyl]-2,5-dimethylpiperazin-1-yl]-5-methyl-6-oxo-5,6-dihydro-1,5-naphthyridine-2-carbonitrile FC1=C(C=CC(=C1)F)C(N1C[C@@H](N(C[C@H]1C)C1=CC(N(C=2C=CC(=NC12)C#N)C)=O)C)C1=NC=CC=C1